C(C)(C)C1=CC2=C(C(N(CC23CC3)CC(=O)NC3=NC=CC=N3)=O)N1C 2-(2'-Isopropyl-1'-methyl-7'-oxo-1',7'-dihydrospiro[cyclopropane-1,4'-pyrrolo[2,3-c]pyridin]-6'(5'H)-yl)-N-(pyrimidin-2-yl)acetamide